6-(2,2-Difluorobenzo[d][1,3]dioxol-5-yl)-1,2,3,4-tetrahydroisoquinoline FC1(OC2=C(O1)C=CC(=C2)C=2C=C1CCNCC1=CC2)F